pyridazin-4-yl-piperazine-1-carboxylate N1=NC=C(C=C1)OC(=O)N1CCNCC1